(4-((4-methoxybenzyl)amino)-6-((3-methyl-4-((1-methyl-1H-benzo[d]imidazol-5-yl)oxy)phenyl)amino)pyrimidine-5-carbonyl)serine methyl ester COC([C@@H](NC(=O)C=1C(=NC=NC1NC1=CC(=C(C=C1)OC1=CC2=C(N(C=N2)C)C=C1)C)NCC1=CC=C(C=C1)OC)CO)=O